FC=1C(=CC=C2CCN(CC12)C(=O)OC(C)(C)C)CO Tert-Butyl 8-fluoro-7-(hydroxymethyl)-3,4-dihydro-1H-isoquinoline-2-carboxylate